[N+](=O)([O-])C=1C=C(C=CC1NCC1CCC(CC1)(C)OC)S(=O)(=O)N 3-nitro-4-({[(1s,4s)-4-methoxy-4-methylcyclohexyl]methyl}amino)benzenesulfonamide